palladium tin [Sn].[Pd]